FC1=C(C(=O)NC(C(=O)O)CC2=C3C=CC(=NC3=C(C=C2)C2=C(C=C(C=C2OC)COCC)OC)C)C(=CC=C1)F 2-(2,6-difluorobenzoylamino)-3-(8-(4-(ethoxymethyl)-2,6-dimethoxyphenyl)-2-methylquinolin-5-yl)propionic acid